[4-[3-(4-Hydroxyphenyl)prop-2-enoyl]phenyl] 4-methylbenzenesulfonate CC1=CC=C(C=C1)S(=O)(=O)OC1=CC=C(C=C1)C(C=CC1=CC=C(C=C1)O)=O